C(C)(=O)O[C@H]1[C@@H](SC2=C(C=CC(=C2)Cl)Cl)O[C@@H]([C@@H]([C@@H]1N1N=NC(=C1)C=1SC=CN1)OC(C)=O)COC(C)=O 2,5-dichlorophenyl 2,4,6-tri-O-acetyl-3-deoxy-3-[4-(2-thiazolyl)-1H-1,2,3-triazol-1-yl]-1-thio-alpha-D-galactopyranoside